nickel digermanide [GeH2-][GeH3].[Ni+2].[GeH2-][GeH3]